(3-(4-(4-Methylpyrimidin-5-yl)benzyl)-1,2,3-oxadiazol-3-ium-5-yl)((2-(trifluoromethyl)pyridin-4-yl)carbamoyl)amide CC1=NC=NC=C1C1=CC=C(C[N+]2=NOC(=C2)[N-]C(NC2=CC(=NC=C2)C(F)(F)F)=O)C=C1